2-ethyl-2-methylpropan-1,3-diol C(C)C(CO)(CO)C